C(C)(=O)N1C[C@@H](NCC1)C(C)C (S)-4-acetyl-2-isopropylpiperazin